[N+](=O)([O-])N[C@@H](CCC(N)=O)C(=O)O nitro-glutamine